NC1=CC=C(C=N1)C#CC=1C=C(C(=O)NC2=NN3C(C(CCC3)(F)F)=C2)C=CC1C 3-[2-(6-amino-3-pyridyl)ethynyl]-N-(4,4-difluoro-6,7-dihydro-5H-pyrazolo[1,5-a]pyridin-2-yl)-4-methyl-benzamide